ClC1=CC=C2C(=CNC2=C1)\C=C\1/NC(N(C1=O)C(C(=O)NC(CO)CO)C1=CC=C(C=C1)C#N)=O (Z)-2-(4-((6-chloro-1H-indol-3-yl)methylene)-2,5-dioxoimidazol-1-yl)-2-(4-cyanophenyl)-N-(1,3-dihydroxypropan-2-yl)acetamide